1-{5-chloro-2-[(3R,5R)-3,5-dimethylpiperazin-1-yl]pyrimidin-4-yl}-N-(2-{imidazo[1,2-a]pyridin-3-yl}propan-2-yl)azetidine-3-carboxamide ClC=1C(=NC(=NC1)N1C[C@H](N[C@@H](C1)C)C)N1CC(C1)C(=O)NC(C)(C)C1=CN=C2N1C=CC=C2